4-amino-5-(3,4-dimethoxyphenyl)-4H-1,2,4-triazole-3-thiol NN1C(=NN=C1C1=CC(=C(C=C1)OC)OC)S